ClC1=C(C=C2CCN(C2=C1)C1=NC=NC2=CC=C(C=C12)C1=CC(=CC=C1)C1=NN=CN1)F 4-(6-chloro-5-fluoro-indolin-1-yl)-6-[3-(4H-1,2,4-triazol-3-yl)phenyl]quinazoline